3',5-dihydroxy-4'-methoxyflavanone OC=1C=C(C2OC3=CC=CC(=C3C(C2)=O)O)C=CC1OC